benzyl-amine hydrobromide Br.C(C1=CC=CC=C1)N